tert-butyl (3R,5S)-3-methyl-5-[2-(p-tolylsulfonyloxy)ethoxy]piperidine-1-carboxylate C[C@H]1CN(C[C@H](C1)OCCOS(=O)(=O)C1=CC=C(C=C1)C)C(=O)OC(C)(C)C